C(N)(=O)C1=NN(C=2N=C(SC21)C=2C=NC(=NC2)C)CC(=O)O 2-(3-carbamoyl-5-(2-methylpyrimidin-5-yl)-1H-pyrazolo[3,4-d]thiazol-1-yl)acetic acid